3-(2-(5-(4-fluorobenzylidene)-3-(4-tert-butylphenyl)-4-oxothiazolidine-2-ylidene)hydrazono)-5-fluoroindol-2-one FC1=CC=C(C=C2C(N(C(S2)=NN=C2C(NC3=CC=C(C=C23)F)=O)C2=CC=C(C=C2)C(C)(C)C)=O)C=C1